5-fluoro-2-methylbenzoic acid FC=1C=CC(=C(C(=O)O)C1)C